COC1=C(CNS(=O)(=O)C2=C(C=CC(=C2)[N+](=O)[O-])C2=NC(=NO2)C(F)(F)F)C=CC(=C1)OC N-(2,4-dimethoxybenzyl)-5-nitro-2-[3-(trifluoromethyl)-1,2,4-oxadiazol-5-yl]Benzenesulfonamide